CC1=CSC2=C1CCC(C2)=O 3-methyl-5,7-dihydro-4H-benzothiophen-6-one